1-(4-((1s,3s)-3-(aminomethyl)cyclobutoxy)phenyl)-3-((2-(2,6-dioxopiperidin-3-yl)-1-oxoisoindolin-5-yl)methyl)urea NCC1CC(C1)OC1=CC=C(C=C1)NC(=O)NCC=1C=C2CN(C(C2=CC1)=O)C1C(NC(CC1)=O)=O